CC1(COC1)CCCCCCCCCCC(=O)O 11-(3-methyl-oxetan-3-yl)undecanoic acid